(R)-N-((S)-4-Hydroxy-3-oxo-1-((S)-2-oxopyrrolidin-3-yl)butan-2-yl)-2-(2-methyl-4H-thieno[3,2-b]pyrrole-5-carbonyl)-2-azabicyclo[2.2.2]octane-3-carboxamide OCC([C@H](C[C@H]1C(NCC1)=O)NC(=O)[C@@H]1N(C2CCC1CC2)C(=O)C2=CC1=C(N2)C=C(S1)C)=O